CN1CCC(CC1)COC1=C(C=C(C=C1)S(=O)(=O)N)[N+](=O)[O-] 4-((1-methylpiperidin-4-yl)methoxy)-3-nitrobenzenesulfonamide